tetra-methylol-phosphorus C(O)[P](CO)(CO)CO